N1=C(C=NC2=CC=CC=C12)C=1C=NN(C1)C1CCN(CC1)C=1C=C(C=CC1)NC(OC(C)(C)C)=O tert-butyl (3-(4-(4-(quinoxalin-2-yl)-1H-pyrazol-1-yl)piperidin-1-yl)phenyl)carbamate